4-(6-chloro-7-fluoro-1-(2-methyl-4-(trifluoromethoxy)phenyl)-4-oxo-1,4-dihydro-quinazolin-3(2H)-yl)-3-methylpyridine 1-oxide ClC=1C=C2C(N(CN(C2=CC1F)C1=C(C=C(C=C1)OC(F)(F)F)C)C1=C(C=[N+](C=C1)[O-])C)=O